BrCCCC1(C(N(C2=CC=CC=C12)C)=O)F 3-(3-bromopropyl)-3-fluoro-1-methylindolin-2-one